ClC=1C(=CC=C2N=CC(=NC12)C=1C=NN(C1)CC(=O)N)OC=1C=CC2=C(N(C(=N2)C)COCC[Si](C)(C)C)C1 2-(4-(8-Chloro-7-((2-methyl-1-((2-(trimethylsilyl)ethoxy)methyl)-1H-benzo[d]imidazol-6-yl)oxy)quinoxalin-2-yl)-1H-pyrazol-1-yl)acetamide